Cl.Cl.NCCCCOC1=C(CNC(=O)[C@H]2N(C[C@@H](C2)O)C([C@H](C(C)(C)C)NC(=O)C2(CC2)F)=O)C=CC(=C1)C1=C(N=CS1)C (2S,4R)-N-(2-(4-Aminobutoxy)-4-(4-methylthiazol-5-yl)benzyl)-1-((S)-2-(1-fluorocyclopropane-1-carboxamido)-3,3-dimethylbutanoyl)-4-hydroxypyrrolidine-2-carboxamide dihydrochloride